1,4-dihydroxy-5,8-di[[2-[(2-hydroxyethyl)amino]ethyl]amino]anthracene-9,10-dione OC1=CC=C(C=2C(C3=C(C=CC(=C3C(C12)=O)NCCNCCO)NCCNCCO)=O)O